methyl (E)-4-(2-(1,8-naphthyridin-2-yl) vinyl)-1-ethyl-1H-pyrrole-2-carboxylate N1=C(C=CC2=CC=CN=C12)/C=C/C=1C=C(N(C1)CC)C(=O)OC